[C@H]12COC[C@H](CC(C1)C(=O)OC)N2C(=O)OC(C)(C)C 9-(tert-butyl) 7-methyl (1R,5S)-3-oxa-9-azabicyclo[3.3.1]nonane-7,9-dicarboxylate